COC=1C=C(C=O)C(=CN1)OCC=1C(=NC=CC1)C1=CC=NN1CCC 2-methoxy-5-((2-(1-propyl-1H-pyrazol-5-yl)pyridin-3-yl)methoxy)isonicotinaldehyde